3-Amino-6-(cyclopropylmethoxy)-4-(7-fluoro-1H-indazol-4-yl)-7-methyl-1H-1,5-naphthyridin-2-one NC=1C(NC2=CC(=C(N=C2C1C1=C2C=NNC2=C(C=C1)F)OCC1CC1)C)=O